propyl 1-gallate C(C1=CC(O)=C(O)C(O)=C1)(=O)OCCC